N-{[(2R)-1,4-dioxan-2-yl]methyl}-8-methyl-2-[2-(pyridin-2-yl)ethyl]-4,5-dihydro-2H-furo[2,3-g]indazole-7-carboxamide O1[C@@H](COCC1)CNC(=O)C1=C(C2=C(CCC3=CN(N=C23)CCC2=NC=CC=C2)O1)C